2-Chloro-N-(2,4-dimethoxybenzyl)-5-methoxypyrimidin-4-amine ClC1=NC=C(C(=N1)NCC1=C(C=C(C=C1)OC)OC)OC